[(1-Fluorocyclohexyl)methyl]hydrazine Dihydrochloride Cl.Cl.FC1(CCCCC1)CNN